2-(4-(difluoromethyl)phenoxy)acetic acid methyl ester COC(COC1=CC=C(C=C1)C(F)F)=O